N-isopropylhydrazine C(C)(C)NN